(13S)-13-methyl-8,14-dioxa-4,10,19,20,23-pentaazatetracyclo[13.5.2.12,6.018,21]tricosa-1(20),2(23),3,5,15(22),16,18(21)-heptaen-9-one C[C@H]1CCNC(OCC2=CN=CC(C3=NNC=4C=CC(O1)=CC34)=N2)=O